O1N=CC=C1C(=O)N1CCOC2(C1)C=C(C(C(C2)(C)C)=O)C#N 4-(isoxazole-5-carbonyl)-10,10-dimethyl-9-oxo-1-oxa-4-azaspiro[5.5]undec-7-ene-8-carbonitrile